NC1=C(SC=2C1=NC=CC2OC)C(=O)OC methyl 3-amino-7-methoxythieno[3,2-b]pyridine-2-carboxylate